N-((3S,4S)-3-((6-(2,6-dichloro-3,5-di-methoxyphenyl)-8-(((1-methylpiperidin-4-yl)methyl)amino)pyrido[3,4-d]pyrimidin-2-yl)amino)tetrahydro-2H-pyran-4-yl)acrylamide ClC1=C(C(=C(C=C1OC)OC)Cl)C1=CC2=C(N=C(N=C2)N[C@@H]2COCC[C@@H]2NC(C=C)=O)C(=N1)NCC1CCN(CC1)C